(2S)-2,6-diisocyanatohexanoic acid N(=C=O)[C@H](C(=O)O)CCCCN=C=O